5-methyluracil CC=1C(NC(NC1)=O)=O